bis-t-butylperoxy carbonate C(OOOC(C)(C)C)(OOOC(C)(C)C)=O